4-(bromomethyl)-2,5-dimethylthiophene BrCC=1C=C(SC1C)C